3-benzyl-1-(trans-4-((5-cyanopyridin-2-yl)amino)cyclohexyl)-1-(4-(pyridin-2-ylamino)phenyl)urea C(C1=CC=CC=C1)NC(N(C1=CC=C(C=C1)NC1=NC=CC=C1)[C@@H]1CC[C@H](CC1)NC1=NC=C(C=C1)C#N)=O